C(CC)[Si](OC)(OC)OC normal propyltrimethoxysilane